N1=C(C=C(C2=CC=CC=C12)C(=O)[O-])C1=NC2=CC=CC=C2C(=C1)C(=O)[O-].[Na+].[Na+] Sodium 2,2'-biquinoline-4,4'-dicarboxylate